1-(4-(bis(4H-benzo[d][1,3]dioxin-6-yl)methoxy)piperidine-1-carbonyl)-1H-benzo[d][1,2,3]triazole-6-carbonitrile O1COCC2=C1C=CC(=C2)C(OC2CCN(CC2)C(=O)N2N=NC1=C2C=C(C=C1)C#N)C1=CC2=C(OCOC2)C=C1